C(C)(C)(C)C1=C(C(C(=O)O)=CC(=C1)C(C)(C)C)O 3,5-di(t-butyl)salicylic acid